Cl.C12(CCC(CC1)CC2)C(=O)N bicyclo[2.2.2]octane-1-carboxamide hydrochloride